2-Iodo-4-(1H-tetrazol-1-yl)aniline (S)-tert-Butyl-(4-(8-((5-bromopentyl)oxy)-7-methoxy-5-oxo-5,10,11,11a-tetrahydro-1H-benzo[e]pyrrolo[1,2-a][1,4]diazepin-2-yl)phenyl)carbamate C(C)(C)(C)N(C(O)=O)C1=CC=C(C=C1)C=1C[C@@H]2N(C(C3=C(NC2)C=C(C(=C3)OC)OCCCCCBr)=O)C1.IC1=C(N)C=CC(=C1)N1N=NN=C1